6-(1-(2-fluoro-5-(trifluoromethyl)phenyl)ethyl)-7,8-dihydro-1,6-naphthyridin-5(6H)-one FC1=C(C=C(C=C1)C(F)(F)F)C(C)N1C(C=2C=CC=NC2CC1)=O